OC1(CCOCC1)C1=NC=C(C=N1)C1=CC2=C(N=C3N2[C@H]2C4=C(C(N([C@@H]3C2)C([2H])([2H])[2H])=O)C=CC=C4C#CC)C=C1 (7R,14R)-11-(2-(4-hydroxytetrahydro-2H-pyran-4-yl)pyrimidin-5-yl)-6-(methyl-d3)-1-(prop-1-yn-1-yl)-6,7-dihydro-7,14-methanobenzo[f]benzo[4,5]imidazo[1,2-a][1,4]diazocin-5(14H)-one